N-(2-(3,6-diazabicyclo[3.1.1]heptan-3-yl)-7-(thiazol-2-yl)benzo[d]oxazol-5-yl)acetamide alpha-aminopimelate NC(C(=O)O)CCCCC(=O)O.C12CN(CC(N1)C2)C=2OC1=C(N2)C=C(C=C1C=1SC=CN1)NC(C)=O